(5-(3-chloro-4-cyclopropylphenyl)-2,3-dihydro-1H-inden-1-yl)-4-methylpiperidin-4-ol ClC=1C=C(C=CC1C1CC1)C=1C=C2CCC(C2=CC1)N1CCC(CC1)(O)C